bicyclo[1.1.0]butane-1-yl-(phenyl)methane C12(CC2C1)CC1=CC=CC=C1